2-(2-(dimethylamino)-5-ethyl-7-oxo-6-(piperazin-1-yl)-[1,2,4]triazolo[1,5-a]pyrimidin-4(7H)-yl)-N-(2-methyl-4-(trifluoromethyl)phenyl)acetamide CN(C1=NN2C(N(C(=C(C2=O)N2CCNCC2)CC)CC(=O)NC2=C(C=C(C=C2)C(F)(F)F)C)=N1)C